FC(C=1C=C(C=C(C1)C(F)(F)F)C1=C(C(=O)[O-])C=C(C(=C1OF)OF)OF)(F)F [3,5-bis(trifluoromethyl)phenyl]trifluorogallate